(S)-N-(1-cyanoethyl)-5-(2-((1-(1-(cyclopropanecarbonyl)piperidin-4-yl)-1H-pyrazol-4-yl)amino)-5-methylpyrimidin-4-yl)pyridinecarboxamide C(#N)[C@H](C)NC(=O)C1=NC=C(C=C1)C1=NC(=NC=C1C)NC=1C=NN(C1)C1CCN(CC1)C(=O)C1CC1